C(#N)C1=C2C(=CC=3OCCOC31)C=C(S2)C(=O)O 5-cyano-2,3-dihydrothieno[2',3':4,5]benzo[1,2-b][1,4]dioxine-7-carboxylic acid